2-(8-(3-Fluorophenyl)-2-imino-3-methyl-2,3-dihydro-1H-imidazo[4,5-c]quinolin-1-yl)pyrimidin-4-amine FC=1C=C(C=CC1)C1=CC=2C3=C(C=NC2C=C1)N(C(N3C3=NC=CC(=N3)N)=N)C